methyl(phenyl)((7-(5-(trifluoromethyl)-1,2,4-oxadiazol-3-yl)imidazo[1,2-a]pyridin-2-yl)imino)-λ6-sulfanone CS(=O)(=NC=1N=C2N(C=CC(=C2)C2=NOC(=N2)C(F)(F)F)C1)C1=CC=CC=C1